(S)-3-(4-(4-(tert-Butoxycarbonyl)-2-methylpiperazin-1-yl)-5-cyclopropyl-7H-pyrrolo[2,3-d]pyrimidin-7-yl)cyclobutane-1-carboxylic acid C(C)(C)(C)OC(=O)N1C[C@@H](N(CC1)C=1C2=C(N=CN1)N(C=C2C2CC2)C2CC(C2)C(=O)O)C